n-hexyl-ascorbate C(CCCCC)OC1=C(C(=O)O[C@@H]1[C@@H](O)CO)O